(R)-((cis)-3-methoxycyclobutyl)(6-(2-methyl-2H-pyrazolo[3,4-b]pyridin-5-yl)thieno[2,3-b]pyridin-2-yl)methanol CO[C@H]1C[C@H](C1)[C@@H](O)C1=CC=2C(=NC(=CC2)C2=CC=3C(N=C2)=NN(C3)C)S1